3-[(4,5-dichloro-6-oxo-pyridazin-1-yl)methyl]-N,N,7-trimethyl-isochromane-6-sulfonamide ClC=1C=NN(C(C1Cl)=O)CC1OCC2=CC(=C(C=C2C1)S(=O)(=O)N(C)C)C